SCCC(=O)OCCCC butyl 3-mercaptopropionate